[Si].[Sr].C(C)(C)(C)C=1C=C(C=CC1C(C)(C)C)I 3,4-di-tert-butyl-iodobenzene strontium-silicon